ClC1=CC(=C(CNC(C2=CN=C(C=C2)C2=C(C(=CC(=C2)C(=O)NC2CC2)F)C)=O)C=C1)F N-(4-chloro-2-fluorobenzyl)-6-{5-[(cyclopropylamino)carbonyl]-3-fluoro-2-methylphenyl}nicotinamide